ClC=1C=C(C=CC1Cl)C=1N(C(=NN1)SC=1N=NNC1C(=O)O)C 4-((5-(3,4-dichlorophenyl)-4-methyl-4H-1,2,4-triazol-3-yl)thio)-1H-1,2,3-triazole-5-carboxylic acid